[N+](=[N-])=CC(=O)O Diazoacetic acid